1-[5-[3-[4-(trifluoromethyl)phenyl]sulfanylpyrazin-2-yl]pyrimidin-2-yl]cyclopropanecarbonitrile FC(C1=CC=C(C=C1)SC=1C(=NC=CN1)C=1C=NC(=NC1)C1(CC1)C#N)(F)F